5-amino-8-(2,6-dimethyl-4-pyridinyl)-2-[(5-fluoro-6-methoxy-2-pyridinyl)methyl]-7-phenyl-[1,2,4]triazolo[4,3-c]pyrimidin-3-one NC1=NC(=C(C=2N1C(N(N2)CC2=NC(=C(C=C2)F)OC)=O)C2=CC(=NC(=C2)C)C)C2=CC=CC=C2